ClC=1C=CC(=C(C(=O)O)C1)NC1=C(C=NC2=CC=C(C=C12)Cl)N1CCC(CC1)OC(F)(F)F 5-chloro-2-[[6-chloro-3-[4-(trifluoromethoxy)-1-piperidyl]-4-quinolyl]amino]benzoic acid